C1(CC1)[C@H](C(=O)N(C)OC)NC(OC(C)(C)C)=O tert-butyl (R)-(1-cyclopropyl-2-(methoxy(methyl)amino)-2-oxoethyl)carbamate